1-(pyridin-3-yl)azetidin-3-amine, ditrifluoroacetate salt FC(C(=O)O)(F)F.FC(C(=O)O)(F)F.N1=CC(=CC=C1)N1CC(C1)N